1,2-di-p-tolyldiazene C1(=CC=C(C=C1)N=NC1=CC=C(C=C1)C)C